CC1CCN(CC1)CCCN 3-(4-methylpiperidin-1-yl)propan-1-amine